C(C)C1=NN(C(C=2N1C1=C(C2)C=CS1)=O)CC(=O)O 2-(8-(ethyl)-5-oxothieno[3',2':4,5]pyrrolo[1,2-d][1,2,4]triazin-6(5H)-yl)acetic acid